(S)-7-Methyl-2-((7-methylcinnolin-6-yl)amino)-9-(tetrahydro-2H-pyran-3-yl)-7,9-dihydro-8H-purin-8-on CN1C(N(C2=NC(=NC=C12)NC=1C=C2C=CN=NC2=CC1C)[C@@H]1COCCC1)=O